N1C(NC(C=C1)=O)=O (1H,3H)-pyrimidinedione